C[C@@H]1O[C@@H](CN(C1)C1=CC=CC(=N1)C=1N=C(SC1F)NC(CNC(OC(C)(C)C)=O)=O)C tert-butyl (2-((4-(6-(cis-2,6-dimethylmorpholino)pyridin-2-yl)-5-fluorothiazol-2-yl)amino)-2-oxoethyl)carbamate